C([C@@H](O)CC(=O)O)(=O)O.CN1N=C(C=C1)C1=CC(=C(C(=O)N[C@@H]2CNCC[C@H]2C2=CC(=C(C=C2)F)F)C=C1)F 4-(1-methyl-1H-pyrazole-yl)-N-((3S,4S)-4-(3,4-difluorophenyl)piperidin-3-yl)-2-fluorobenzamide L-malate